D,L-threonine N[C@@H]([C@H](O)C)C(=O)O |r|